(2S,5'R)-7-chloro-N'-(2-hydroxy-2-methyl-propionyl)-1',4-dimethoxy-5'-methyl-3,3'-dioxo-spiro[benzofuran-2,6'-cyclohexene]-6-carboxylic acid hydrazide ClC1=C(C=C(C=2C([C@@]3([C@@H](CC(C=C3OC)=O)C)OC21)=O)OC)C(=O)NNC(C(C)(C)O)=O